glycerol hydrochloride salt Cl.OCC(O)CO